ClC1=CC=C(C=C1)COC1=NN=C(S1)C1=NC(=CC(=C1C(=O)N)C1=C(C=CC=C1)OC(F)F)C [5-[(4-chlorophenyl)methoxy]-1,3,4-thiadiazol-2-yl]-4-[2-(difluoromethoxy)phenyl]-6-methylpyridine-3-carboxamide